FC(C(C(F)(F)F)OC(=O)N1CCN(CC1)CC1=C(C=C(C=C1)C(F)(F)F)NCCCC(=O)OC(C)OC(=O)OC(C)C)(F)F 4-(2-((4-(1-((isopropoxycarbonyl)oxy)ethoxy)-4-oxobutyl)amino)-4-(trifluoromethyl)benzyl)piperazine-1-carboxylic acid 1,1,1,3,3,3-hexafluoropropan-2-yl ester